1-(dimethyl-(3-methyl-1H-inden-1-yl)silyl)-3-isopropyl-1H-inden-1-yl-lithium C[Si](C1(C=C(C2=CC=CC=C12)C(C)C)[Li])(C1C=C(C2=CC=CC=C12)C)C